C1(CCCC1)NC1=CN=CC(=N1)NC=1C(=NOC1)C 4-((6-(cyclopentylamino)pyrazin-2-yl)amino)-3-methylisoxazol